F[C@@H]1C[C@H](N([C@H]1C)C)CO ((2S,4R,5S)-4-fluoro-1,5-dimethylpyrrolidin-2-yl)methanol